4'-(m-phenylenedioxy)diphthalic acid C1(=CC(=CC=C1)OC1=C(C(C(=O)O)=CC=C1)C(=O)O)OC1=C(C(C(=O)O)=CC=C1)C(=O)O